6-Bromo-N-((3-(5-fluoropyridin-2-yl)azetidin-3-yl)methyl)-2-(trifluoromethyl)quinolin-4-amine BrC=1C=C2C(=CC(=NC2=CC1)C(F)(F)F)NCC1(CNC1)C1=NC=C(C=C1)F